NC=1C(NC2=C3C=CC=NC3=C(C=C2C1C1=C2C=NNC2=C(C=C1)F)OCC1(CC1)OC)=O 3-amino-4-(7-fluoro-1H-indazol-4-yl)-6-[(1-methoxycyclopropyl)methoxy]-1H-1,7-phenanthrolin-2-one